ClC1=CC=C2C=CN(C2=C1F)C=1C=NN(C1)CC 6-chloro-1-(1-ethyl-1H-pyrazol-4-yl)-7-fluoro-1H-indole